1-Boc-pyrrolo[2,3-b]pyridine C(=O)(OC(C)(C)C)N1C=CC=2C1=NC=CC2